3-(6-(2-(4-((1-(4-((1R,2S)-6-hydroxy-2-phenyl-1,2,3,4-tetrahydronaphthalen-1-yl)phenyl)piperidin-4-yl)methyl)piperazin-1-yl)-2-oxoethoxy)-1-methyl-1H-indazol-3-yl)-piperidine-2,6-dione OC=1C=C2CC[C@@H]([C@@H](C2=CC1)C1=CC=C(C=C1)N1CCC(CC1)CN1CCN(CC1)C(COC1=CC=C2C(=NN(C2=C1)C)C1C(NC(CC1)=O)=O)=O)C1=CC=CC=C1